sodium pyrimidine-2-sulfinate N1=C(N=CC=C1)S(=O)[O-].[Na+]